3-(4-(2-(3-(4-chloro-7,7-dimethyl-5-oxo-5,7-dihydroindolo[1,2-a]quinazolin-9-yl)cyclohexyl)-2,7-diazaspiro[3.5]nonan-7-yl)-2,6-difluorophenyl)piperidine-2,6-dione ClC=1C=2C(N=C3N(C2C=CC1)C1=CC=C(C=C1C3(C)C)C3CC(CCC3)N3CC1(C3)CCN(CC1)C1=CC(=C(C(=C1)F)C1C(NC(CC1)=O)=O)F)=O